tert-octyl-4-hydroxybenzene C(C)(C)(CC(C)(C)C)C1=CC=C(C=C1)O